CC1(C(=C(N(C=C1)C)C)C)C1=CC=C(C=C1)CC=1C(=NC2=CC=CC=C2N1)CC1=CC=C(C=C1)C1C=CNC=C1 4,4'-tetramethyl-((quinoxaline-2,3-diylbis(methylene))bis(4,1-phenylene))bis(4,1-dihydropyridine)